isopropyl (R)-2-amino-2-(2-fluoro-4-(1H-1,2,4-triazol-5-yl)phenyl)-4,4-dimethylpentanoate N[C@](C(=O)OC(C)C)(CC(C)(C)C)C1=C(C=C(C=C1)C1=NC=NN1)F